ClC=1C(=NC(=NC1)N1N=C(C(=C1C)Cl)C)NC1=CC2=C(N(C(N2CCC(C)(C)O)=O)C)C=C1 5-((5-chloro-2-(4-chloro-3,5-dimethyl-1H-pyrazol-1-yl)pyrimidin-4-yl)amino)-3-(3-hydroxy-3-methylbutyl)-1-methyl-1,3-dihydro-2H-benzo[d]imidazol-2-one